NC(=N)N.C(C=C)N allylamine guanidine salt